COC1=CC=C(C=C1)COCCC1OC1 2-[2-[(4-methoxyphenyl)methoxy]ethyl]oxirane